C1(=C(C(=C(C=2C3=C(C(=C(C(=C3N(C12)C1=NC(=NC(=N1)C1=C(C(=C(C(=C1[2H])C(C)(C)C)[2H])C(C)(C)C)[2H])C1=C(C=CC=C1N1C2=C(C(=C(C(=C2C=2C(=C(C(=C(C12)[2H])[2H])[2H])[2H])[2H])[2H])[2H])[2H])N1C2=C(C(=C(C(=C2C=2C(=C(C(=C(C12)[2H])[2H])[2H])[2H])[2H])[2H])[2H])[2H])[2H])[2H])[2H])[2H])[2H])[2H])[2H])[2H] 9,9'-(2-(4-(9H-Carbazol-9-yl-d8)-6-(3,5-di-tert-butylphenyl-2,4,6-d3)-1,3,5-triazin-2-yl)-1,3-phenylene)bis(9H-carbazole-1,2,3,4,5,6,7,8-d8)